((1R)-1-(3-(((1H-indol-5-yl)methyl)amino)-2-benzyl-3-oxopropionamido)-2-(p-tolyl)ethyl)boric acid N1C=CC2=CC(=CC=C12)CNC(C(C(=O)N[C@@H](CC1=CC=C(C=C1)C)OB(O)O)CC1=CC=CC=C1)=O